C1(CC1)C=1N=NN(C1)[C@H](C(=O)N1[C@@H](C[C@H](C1)O)C(=O)NCC1(CCC2=CC(=CC=C12)OC)O)C(C)(C)C (2S,4R)-1-[(2S)-2-(4-cyclopropyltriazol-1-yl)-3,3-dimethyl-butanoyl]-4-hydroxy-N-[(1-hydroxy-5-methoxy-indan-1-yl)methyl]pyrrolidine-2-carboxamide